N-(2-(5,7-difluoro-1H-indol-3-yl)ethyl)-N-propyl-propan-1-amine FC=1C=C2C(=CNC2=C(C1)F)CCN(CCC)CCC